(R)-2-(1-((3-(1-cyclobutyl-1H-1,2,3-triazol-4-yl)imidazo[1,2-b]pyridazin-6-yl)amino)ethyl)-4-fluorophenol C1(CCC1)N1N=NC(=C1)C1=CN=C2N1N=C(C=C2)N[C@H](C)C2=C(C=CC(=C2)F)O